3-Oxo-2-piperidin-4-yl-2,3-dihydro-1H-isoindole-4-carboxylic acid amide hydrochloride Cl.O=C1N(CC=2C=CC=C(C12)C(=O)N)C1CCNCC1